ClC=1C(=NC=CC1C1=C(C(=CC=C1)C1=NC2=C(C=C(C(=C2C=C1)OC)CNC[C@@H](C)O)Cl)Cl)C1=CC(=C(CNC[C@H]2CCC(N2)=O)C=C1)OC (R)-5-(((4-(3-chloro-4-(2-chloro-3-(8-chloro-6-((((R)-2-hydroxypropyl)amino)methyl)-5-methoxyquinolin-2-yl)phenyl)pyridin-2-yl)-2-methoxybenzyl)amino)methyl)pyrrolidin-2-one